FC(OC1=C(C(=O)N[C@H]2[C@@H](CC2)O)C(=CC(=C1)C1=CN=C2N1C=CC(=C2)OCCCN2CCCCC2)OC)F 2-(difluoromethoxy)-N-[(1R,2R)-2-hydroxycyclobutyl]-6-methoxy-4-[7-[3-(1-piperidyl)propoxy]imidazo[1,2-a]pyridin-3-yl]benzamide